N,N-diethyl-5-(4,4,5,5-tetramethyl-1,3,2-dioxaborolan-2-yl)pyrimidin-2-amine C(C)N(C1=NC=C(C=N1)B1OC(C(O1)(C)C)(C)C)CC